n-hexadecyl-3-hydroxypyridin-4-one C(CCCCCCCCCCCCCCC)C1=NC=CC(C1O)=O